C(C)OC=1C=C(C=C(C1)F)C1=CC2=C(O[C@H](CN2S(=O)(=O)C2=CC(=CC=C2)C(F)(F)F)C23CCC(CC2)(C3)C(=O)O)C=C1 4-((S)-6-(3-ethoxy-5-fluorophenyl)-4-((3-(trifluoromethyl)phenyl)sulfonyl)-3,4-dihydro-2H-benzo[b][1,4]oxazin-2-yl)bicyclo[2.2.1]heptane-1-carboxylic acid